7-fluoro-2-methyl-5-(4,4,5,5-tetramethyl-1,3,2-dioxaborolan-2-yl)-3,4-dihydroisoquinolin-1(2H)-one FC1=CC(=C2CCN(C(C2=C1)=O)C)B1OC(C(O1)(C)C)(C)C